5-bromo-2-[1-(trifluoromethyl)propoxy]pyridine BrC=1C=CC(=NC1)OC(CC)C(F)(F)F